CN(C=1C=C(C(=O)N2CCC3(CC(N(C3)C)C(=O)O)CC2)C=CC1)C 8-[3-(dimethylamino)benzoyl]-2-methyl-2,8-diazaspiro[4.5]decane-3-carboxylic acid